ClC=1C(=CC(=NC1)OC)C1=CC(=NN1)C(=O)N1CCC(CC1)C(=O)NCC=1OC(=CC1)C 1-(5-(5-chloro-2-methoxypyridin-4-yl)-1H-pyrazole-3-carbonyl)-N-((5-methylfuran-2-yl)methyl)piperidine-4-carboxamide